F[C@H]1[C@H](C1)C(=O)NC=1N=CC2=CC(=NC=C2C1)C=1C=NC(=CC1C)C(CC)O (1R,2R)-2-fluoro-N-(7-(6-(1-hydroxypropyl)-4-methylpyridin-3-yl)-2,6-naphthyridin-3-yl)cyclopropane-1-carboxamide